1-(4-amino-2-(5-(difluoromethyl)-3-methyl-1H-pyrazol-1-yl)phenyl)ethan-1-one NC1=CC(=C(C=C1)C(C)=O)N1N=C(C=C1C(F)F)C